6-(5-(4-(azetidin-1-yl)cyclohexyl)-4-fluoro-3-isopropyl-1H-pyrrolo[2,3-c]pyridin-2-yl)-7,8-dimethyl-[1,2,4]triazolo[1,5-a]pyridine N1(CCC1)C1CCC(CC1)C=1C(=C2C(=CN1)NC(=C2C(C)C)C=2C(=C(C=1N(C2)N=CN1)C)C)F